methyl-chloramide CNCl